(R)-1-((tert-butyldimethylsilyl)oxy)but-3-en-2-amine [Si](C)(C)(C(C)(C)C)OC[C@@H](C=C)N